C(CCC)PC=1C(=C(C(=CC1C(C)C)C(C)C)C1=CC=CC=C1)C(C)C butylphosphino-2,4,6-triisopropyl-1,1'-biphenyl